ClC1=NC=C2N(C(N(C2=N1)C12CC(C1)(C2)F)=S)C 2-chloro-9-(3-fluorobicyclo[1.1.1]pentan-1-yl)-7-methyl-7,9-dihydro-8H-purine-8-thione